C(=O)=C1NCC2=CC=CC=3C2=C1C=CC3N3N(C(C=C3)C(=O)NC3=CC(=NC=C3)C(F)(F)F)C(F)(F)F 1-(3-carbonyl-2,3-dihydro-1H-benzo[de]isoquinolin-6-yl)-2-trifluoromethyl-N-(2-trifluoromethylpyridin-4-yl)-1H-pyrazol-3-carboxamide